P(=S)(SCCOC(C=C)=O)(O)O acryloyloxyethyl dihydrogen dithiophosphate